2-Amino-4-(4-hydroxy-3,5-dimethylphenyl)-3-pentylquinoline NC1=NC2=CC=CC=C2C(=C1CCCCC)C1=CC(=C(C(=C1)C)O)C